CC=1C=C(C=CC1C)N1[C@H](C2=CC=CC=C2CC1)[C@H]1OCCC1 (R)-2-(3,4-dimethylphenyl)-1-((S)-tetrahydrofuran-2-yl)-1,2,3,4-tetrahydroisoquinoline